FC(COC=1C(=NC(=NC1OC)NS(=O)(=O)C1=CNC2=C(C(=CC=C12)C)N1N=CC=N1)OC)F N-[5-(2,2-difluoroethoxy)-4,6-dimethoxy-pyrimidin-2-yl]-6-methyl-7-(triazol-2-yl)-1H-indole-3-sulfonamide